isopropyl (R)-2-(((benzyloxy)carbonyl)amino)-3-(7-methylthieno[3,2-b]pyridine-2-carboxamido)propanoate C(C1=CC=CC=C1)OC(=O)N[C@@H](C(=O)OC(C)C)CNC(=O)C1=CC2=NC=CC(=C2S1)C